NC[C@@]1([C@@H]2CCN(C[C@H]12)C1=CN=C2C(=N1)NN=C2C2=CC=C(C(=N2)N)OC)C2=C(C=CC=C2)F 6-(6-((1S,6R,7R)-7-(aminomethyl)-7-(2-fluorophenyl)-3-azabicyclo[4.1.0]heptan-3-yl)-1H-pyrazolo[3,4-b]pyrazin-3-yl)-3-methoxypyridin-2-amine